N[C@@H]1C[C@@H](CC12CCN(CC2)C=2C(=NC(=C(N2)C)C2=C(C(=CC=C2)Cl)Cl)C(=O)OCC)OC2CC2 Ethyl 3-((1R,3R)-1-amino-3-cyclopropoxy-8-azaspiro[4.5]decan-8-yl)-6-(2,3-dichlorophenyl)-5-methylpyrazine-2-carboxylate